4-(5-ethyl-6-methoxypyridin-2-yl)-2-azabicyclo[2.1.1]hexane C(C)C=1C=CC(=NC1OC)C12CNC(C1)C2